C(C)(C)(C)OC(=O)N1CCC=2N(N=C3CCN(CC1C23)C(C=C)=O)C2=C(C=C(C=C2)C2CCC2)C.C=CC(C)=C isoprene tert-butyl-7-acryloyl-2-(4-cyclobutyl-2-methylphenyl)-2,3,4,5a,6,7,8,9-octahydro-5H-1,2,5,7-tetraazabenzo[cd]azulene-5-carboxylate